(R)-N-(6,8-dimethylisoquinolin-1-yl)-2-fluoro-4-(5-methyl-1,3,4-oxadiazol-2-yl)-N-(piperidin-3-yl)benzamide CC=1C=C2C=CN=C(C2=C(C1)C)N(C(C1=C(C=C(C=C1)C=1OC(=NN1)C)F)=O)[C@H]1CNCCC1